COC(=O)CCC1(C2=CC=CC=C2C=2C=CC=CC12)CCC(=O)OC 9,9-bis(2-methoxycarbonylethyl)fluorene